(S)-1,5-dimethyl-N-(6-(5-methyl-1,2,4-oxadiazol-3-yl)-2,3-dihydrobenzofuran-3-yl)-1H-pyrazole-4-carboxamide CN1N=CC(=C1C)C(=O)N[C@@H]1COC2=C1C=CC(=C2)C2=NOC(=N2)C